2-butoxy oxide CC(CC)OOOC(C)CC